BrC=1C=C(C(=NC1)N[C@@H](C(=O)OCC)[C@H](C1=CC=CC=C1)NC(=O)OC(C)(C)C)[N+](=O)[O-] ethyl (2R,3S)-2-[(5-bromo-3-nitro-2-pyridyl)amino]-3-(tert-butoxycarbonylamino)-3-phenyl-propanoate